N-((5-chloro-6-(thiazol-4-ylmethoxy)-1H-indol-2-yl)methyl)spiro[3.3]heptane-2-carboxamide ClC=1C=C2C=C(NC2=CC1OCC=1N=CSC1)CNC(=O)C1CC2(C1)CCC2